ClC=1C=C(C=CC1C(=O)N1CC(C1)O)NC(=O)C1=C(C(=NS1)C=1C2=CN(N=C2C=CC1)C)C1CC1 N-(3-chloro-4-(3-hydroxyazetidine-1-carbonyl)phenyl)-4-cyclopropyl-3-(2-methyl-2H-indazol-4-yl)isothiazole-5-carboxamide